NC1=C(C=CC(=C1)Cl)O 2-amino-p-chlorophenol